C(C)(C)(C)OC(=O)NS(=O)(=O)N(C1CC2(CN(C2)C(=O)OC(C)(C)C)C1)C1CCCC1 tert-butyl 6-((N-(tert-butoxycarbonyl)sulfamoyl)(cyclopentyl)amino)-2-azaspiro[3.3]heptane-2-carboxylate